(1R,1S)-1-(2,5-difluorophenyl)-3-oxabicyclo[3.1.0]hexan-2-one FC1=C(C=C(C=C1)F)[C@@]12C(OCC2C1)=O